O(C1=CC=CC=C1)C=1C=NC(=NC1)N 5-phenoxypyrimidin-2-amine